4-[[5-amino-1-[[6-(cyanomethyl)-1-naphthyl]sulfonyl]-1,2,4-triazol-3-yl]amino]benzonitrile NC1=NC(=NN1S(=O)(=O)C1=CC=CC2=CC(=CC=C12)CC#N)NC1=CC=C(C#N)C=C1